ClC1=CC=C(C(=N1)C(=O)OC)C methyl 6-chloro-3-methylpyridineformate